CN1C(NC=C1)=O 3-methyl-1,3-dihydro-imidazol-2-one